Tert-butyl (3-(4-fluoro-2-methylphenyl)prop-2-yn-1-yl)carbamate FC1=CC(=C(C=C1)C#CCNC(OC(C)(C)C)=O)C